CO\N=C/C=1N(C2=CC=CC=C2C1)C1CCN(CC1)[C@@H]1CC[C@@H](CC1)C(C)C (Z)-1-(1-(cis-4-isopropylcyclohexyl)piperidin-4-yl)-1H-indole-2-carbaldehyde O-methyl oxime